(S)-N-(3-(1-((2-amino-5-chloropyridin-3-yl)oxy)ethyl)-phenyl)-5-methylnicotinamide NC1=NC=C(C=C1O[C@@H](C)C=1C=C(C=CC1)NC(C1=CN=CC(=C1)C)=O)Cl